ClC=1C=CC=2N(N1)C(=C(N2)C2CCC2)C=O 6-CHLORO-2-CYCLOBUTYL-IMIDAZO[1,2-B]PYRIDAZINE-3-CARBALDEHYDE